(S)-2-((((9H-fluoren-9-yl)methoxy)carbonyl)amino)-3-(4-(2-oxo-1,2-dihydropyridin-4-yl)phenyl)propanoic acid C1=CC=CC=2C3=CC=CC=C3C(C12)COC(=O)N[C@H](C(=O)O)CC1=CC=C(C=C1)C1=CC(NC=C1)=O